C1(CCCC1)CS(=O)(=O)N1CCC(CC1)N 1-cyclopentylmethylsulfonylpiperidin-4-amine